6-oxo-1,4-oxaazepane-4-carboxylic acid tert-butyl ester C(C)(C)(C)OC(=O)N1CCOCC(C1)=O